(Phenylmethylene)pyridine-2,3-diamine C1(=CC=CC=C1)C=NC1=NC=CC=C1N